((3R,4R)-1-{[2'-(4,5-Dimethyl-1H-imidazol-2-yl)-3,4'-bipyridin-5-yl]carbonyl}-4-methylpyrrolidin-3-yl)methanol trifluoroacetate salt FC(C(=O)O)(F)F.CC=1N=C(NC1C)C1=NC=CC(=C1)C=1C=NC=C(C1)C(=O)N1C[C@@H]([C@H](C1)C)CO